1-(4-(((R)-1-(3-(1,1-difluoro-2-hydroxyethyl)-2-fluorophenyl)ethyl)amino)-2-methyl-8,9-dihydrofuro[2,3-h]quinazolin-6-yl)cyclohexane-1,4-diol FC(CO)(F)C=1C(=C(C=CC1)[C@@H](C)NC1=NC(=NC2=C3C(=C(C=C12)C1(CCC(CC1)O)O)OCC3)C)F